FC(C[C@@H](C(=O)NC1=NC=CC(=C1)C#CC1=NC(=CC(=C1NC(C(F)(F)F)=O)C(=O)OC)F)C1=CC=C(C=C1)F)F |r| methyl 2-[(2-{[(2RS)-4,4-difluoro-2-(4-fluorophenyl)butanoyl]amino}pyridin-4-yl)ethynyl]-6-fluoro-3-(2,2,2-trifluoroacetamido)pyridine-4-carboxylate